4-(4-fluorophenyl)-6-[(2-hydroxy-6-oxo-1-cyclohexen-1-yl)carbonyl]-2-methyl-1,2,4-triazine-3,5(2h,4h)-dione FC1=CC=C(C=C1)N1C(N(N=C(C1=O)C(=O)C1=C(CCCC1=O)O)C)=O